2-[(4-methoxy-1H-pyrazol-1-yl)methyl]-1-[(2R,4R)-2-methyltetrahydro-2H-pyran-4-yl]-1H-imidazo[4,5-c]quinoline-8-carbonitrile, formate salt C(=O)O.COC=1C=NN(C1)CC=1N(C2=C(C=NC=3C=CC(=CC23)C#N)N1)[C@H]1C[C@H](OCC1)C